ClC1=NC(=CN=C1)C1=CC=C(C=C1)SC 2-chloro-6-(4-(methylthio)phenyl)pyrazine